methyl 3-(4-hydroxy-3-nitrophenyl)bicyclo[1.1.1]pentane-1-carboxylate OC1=C(C=C(C=C1)C12CC(C1)(C2)C(=O)OC)[N+](=O)[O-]